N-(cyclopropylmethyl)-N'-{cis-3-[methyl(7H-pyrrolo[2,3-d]pyrimidin-4-yl)amino]cyclobutyl}sulfuric diamide C1(CC1)CNS(N[C@@H]1C[C@@H](C1)N(C=1C2=C(N=CN1)NC=C2)C)(=O)=O